C(C)(C)(C)OC(=O)N monotert-butyloxycarbonylamine